FC1=C(C=CC=C1)C1CC(C1)O 3-(2-fluorophenyl)cyclobutan-1-ol